methyl 5-[3-(3,5-dimethylisoxazol-4-yl)pyrazolo[1,5-a]pyridin-5-yl]furan-2-carboxylate CC1=NOC(=C1C=1C=NN2C1C=C(C=C2)C2=CC=C(O2)C(=O)OC)C